CS(=O)(=O)C1CCN(CC1)CC1=CC=C(C=C1)C1=CC2=C(N=CC=3NC(N(CC32)CC=3C=NC=CC3)=O)N1 8-(4-((4-(methylsulfonyl)piperidin-1-yl)methyl)phenyl)-2-(pyridin-3-ylmethyl)-1,2,4,7-tetrahydro-3H-pyrrolo[3',2':5,6]pyrido[3,4-d]pyrimidin-3-one